2-cyclobutyl-3-(3,3-difluorocyclobutyl)-3-oxopropanenitrile C1(CCC1)C(C#N)C(=O)C1CC(C1)(F)F